2-Amino-7-fluoro-4-(5-fluoro-3-((1R,5R)-2-methyl-2,6-diazabicyclo-[3.2.0]heptan-6-yl)-7,9-dihydrofuro[3,4-f]quinazolin-6-yl)thieno[3,2-c]pyridine-3-carbonitrile NC1=C(C=2C(=NC=C(C2S1)F)C=1C2=C(C=3C=NC(=NC3C1F)N1[C@@H]3CCN([C@@H]3C1)C)COC2)C#N